COC1=C(C=C(C=C1OC)C1=CN=C2N1C=C(N=C2NC)C)NS(=O)(=O)C=2C=NN(C2)C N-(2,3-dimethoxy-5-(6-methyl-8-(methylamino)imidazo[1,2-a]pyrazin-3-yl)phenyl)-1-methyl-1H-pyrazole-4-sulfonamide